CN(C1CCC(CC1)NC(OC(C)(C)C)=O)CC1CCNCC1 tert-butyl N-[4-[methyl (4-piperidylmethyl) amino]cyclohexyl]carbamate